O1C=C(C=C1)CCC(=O)N(C1=CC=CC=C1)C1=CC=CC=C1 3-(furan-3-yl)-N,N-diphenylpropanamide